8-amino-7-fluoro-6-((pyridin-2-yloxy)methyl)isoquinolin NC=1C(=C(C=C2C=CN=CC12)COC1=NC=CC=C1)F